8,8'-((2-hydroxy-cyclopentyl)azane-diyl)bis(N,N-didec-yloctanamide) OC1C(CCC1)N(CCCCCCCC(=O)N(CCCCCCCCCC)CCCCCCCCCC)CCCCCCCC(=O)N(CCCCCCCCCC)CCCCCCCCCC